CN1N=CC(=C1)\C=C/C(=O)OC(C)(C)C tert-butyl (Z)-3-(1-methylpyrazol-4-yl)prop-2-enoate